NCCC=1C=CC(=C(C1)C1=CC=CC=C1)N1CCN(CC1)C(=O)OC(C)(C)C tert-Butyl 4-(5-(2-aminoethyl)-[1,1'-biphenyl]-2-yl)piperazine-1-carboxylate